FC(S(=O)(=O)[O-])(F)F.COC(=O)C1=[N+](C(=CC=C1)C(=O)OC)C 2,6-bis(methoxycarbonyl)-1-methylpyridin-1-ium trifluoromethanesulfonate